FC(OC1=C(C=CC(=C1)N1CCOCC1)NC1=NC=C(C(=N1)NC=1C=CC=C2CNC(C12)=O)C(F)(F)F)F 7-((2-((2-(difluoromethoxy)-4-morpholinophenyl)amino)-5-(trifluoromethyl)pyrimidin-4-yl)amino)isoindolin-1-one